(E)-3-(2,2-difluorobenzo[d][1,3]dioxol-5-yl)-1-(4-(4-(1-hydroxycyclopropyl)picolinoyl)piperazin-1-yl)prop-2-en-1-one FC1(OC2=C(O1)C=CC(=C2)/C=C/C(=O)N2CCN(CC2)C(C2=NC=CC(=C2)C2(CC2)O)=O)F